4-methyl-2-tetrahydrofuranol CC1CC(OC1)O